N-(2-cyano-4-(trifluoromethyl)phenyl)-1-(4-((1-(2-(2,6-dioxopiperidin-3-yl)-1,3-dioxoisoindoline-5-yl)azetidin-3-yl)ethynyl)-1H-pyrazol-1-yl)cyclopropane-1-carboxamide C(#N)C1=C(C=CC(=C1)C(F)(F)F)NC(=O)C1(CC1)N1N=CC(=C1)C#CC1CN(C1)C=1C=C2C(N(C(C2=CC1)=O)C1C(NC(CC1)=O)=O)=O